ClC=1C=C(C=CC1F)[C@@H]1CN2[C@H](CO1)CN(CC2)C(=O)C=2C(=C1C(=NNC1=CC2)C)Cl [(3R,9aS)-3-(3-chloro-4-fluoro-phenyl)-3,4,6,7,9,9a-hexahydro-1H-pyrazino[2,1-c][1,4]oxazin-8-yl]-(4-chloro-3-methyl-1H-indazol-5-yl)methanone